FC(OC1=C(C=C(C=C1)B(O)O)C(F)(F)F)F 4-DIFLUOROMETHOXY-3-TRIFLUOROMETHYL-BENZENEBORONIC ACID